COC=1C=C(C=C(C1OC)OC)C(=O)C1=CC(=C(C(=C1)OC)OC)OC (3,4,5-trimethoxyphenyl)ketone